COC(C1=C(C(=NC=C1OC=1C(=NC(=CC1)F)C)C(F)(F)F)C)=O 5-((6-fluoro-2-methylpyridin-3-yl)oxy)-3-methyl-2-(trifluoromethyl)isonicotinic acid methyl ester